COC1=C(C=CC=C1)C1=NC2=C(N1)C=CC=C2 2-(2-Methoxy-phenyl)-1H-benzo[d]imidazole